[Si](C)(C)(C(C)(C)C)OCCCOC\C=N\S(=O)C(C)(C)C (E)-N-(2-(3-((tert-butyldimethylsilyl)oxy)propoxy)-ethylidene)-2-methylpropane-2-sulfinamide